ClC1=CC=C(C=C1)C=1N(C(N(C1)[C@@H]1NC1)=O)CC(C(F)(F)F)O (S)-2-(4-(4-chlorophenyl)-2-oxo-3-(3,3,3-trifluoro-2-hydroxypropyl)-2,3-dihydro-1H-imidazol-1-yl)ethylenimine